NC1=C(C(=O)NC2=CC=NC=C2)C=C(C=N1)C1=CC(=C(C(=C1)C)N1CCN(CC1)C)C 2-amino-5-(3,5-dimethyl-4-(4-methylpiperazin-1-yl)phenyl)-N-pyridin-4-yl-nicotinamide